COC(C)C1=NC=CC=C1C=1N(C2=CC=C(C=C2C1)B1OC(C(O1)(C)C)(C)C)CC(F)(F)F 2-(2-(1-methoxyethyl)pyridin-3-yl)-5-(4,4,5,5-tetramethyl-1,3,2-dioxaborolan-2-yl)-1-(2,2,2-trifluoroethyl)-1H-indole